2-Phenylethyl Hexanoate C(CCCCC)(=O)OCCC1=CC=CC=C1